[9-(4-chlorophenyl)-2-(2-hydroxy-2-methyl-propoxy)-8-(4-methyl-3-pyridinyl)purin-6-yl]-4-methyl-piperidine-4-carboxamide ClC1=CC=C(C=C1)N1C2=NC(=NC(=C2N=C1C=1C=NC=CC1C)N1CCC(CC1)(C(=O)N)C)OCC(C)(C)O